3-(4-((tert-butyldimethylsilyl)oxy)phenyl)-3-(6,6-difluoro-2-azaspiro[3.3]heptan-2-yl)-7-(trifluoromethyl)indol-2-one [Si](C)(C)(C(C)(C)C)OC1=CC=C(C=C1)C1(C(NC2=C(C=CC=C12)C(F)(F)F)=O)N1CC2(C1)CC(C2)(F)F